6-chloro-3-fluoromethylpyridinealdehyde ClC1=CC=C(C(=N1)C=O)CF